C(C1=CC=CC=C1)OC=1C(=CC2=C(NC[C@H]3N(C2=O)C=C(C3)C3=CC=C(C=C3)OC)C1)OC (S)-8-(Benzyloxy)-7-methoxy-2-(4-methoxyphenyl)-1,10,11,11a-tetrahydro-5H-benzo[e]pyrrolo[1,2-a][1,4]diazepin-5-one